C(C)N1C=C(C=2C1=NC=C(C2)OC)I 1-ethyl-3-iodo-5-methoxy-1H-pyrrolo[2,3-b]pyridine